C1(=CC=CC=C1)C(C(=O)[O-])C1=CC=CC=C1 diphenyl-acetate